4-fluoro-1-(1-methyl-5-oxopyrrolidine-2-carbonyl)-N-{phenyl[4-(propan-2-yl)phenyl]methyl}pyrrolidine-2-carboxamide FC1CC(N(C1)C(=O)C1N(C(CC1)=O)C)C(=O)NC(C1=CC=C(C=C1)C(C)C)C1=CC=CC=C1